NCC=1C=CC(=C(NC[C@@H]2OC(OC2)(C)C)C1)F (S)-5-(aminomethyl)-N-((2,2-dimethyl-1,3-dioxolan-4-yl)methyl)-2-fluoroaniline